6-(2-(5-ethylpyrimidin-2-yl)cyclobutyl)-4-oxo-1-(1-(6-(trifluoromethyl)pyridin-3-yl)ethyl)-4,5-dihydro-1H-pyrazolo[3,4-d]pyrimidine-3-carbonitrile C(C)C=1C=NC(=NC1)C1C(CC1)C=1NC(C2=C(N1)N(N=C2C#N)C(C)C=2C=NC(=CC2)C(F)(F)F)=O